NC1=C(C=C(C#N)C=C1)CCN1CCOCC1 4-amino-3-(2-morpholinoethyl)benzonitrile